FC(C=1C(=C(C=CC1)[C@@H](C)NC=1C2=C(N=C(N1)C)N=C(C(=C2)OCCOC)OC)F)F (R)-N-(1-(3-(difluoromethyl)-2-fluorophenyl)ethyl)-7-methoxy-6-(2-methoxyethoxy)-2-methylpyrido[2,3-d]pyrimidin-4-amine